CS(=O)(=O)O[C@@H](CCOCCCN1N=CC(=C1)C1=NN(C2=CC=C(C=C12)O)C1OCCCC1)C [(1R)-3-[3-[4-(5-hydroxy-1-tetrahydropyran-2-yl-indazol-3-yl)pyrazol-1-yl]propoxy]-1-methyl-propyl] methanesulfonate